BrC(C(=O)NC1=C(C(=C(C=C1O)[N+](=O)[O-])C(C1=C(C=CC(=C1)F)Cl)=O)Br)(F)F 2-bromo-N-(2-bromo-3-(2-chloro-5-fluorobenzoyl)-6-hydroxy-4-nitrophenyl)-2,2-difluoroacetamide